BrC1=CC=C(C=C1)N1N=C(C(=C1)[C@H]1O[C@H](C(N1CCC1=CC=C(C=C1)OC)=O)C)C1=CC=C(C=C1)F (2R,5S)-2-(1-(4-bromophenyl)-3-(4-fluorophenyl)-1H-pyrazol-4-yl)-3-(4-Methoxyphenethyl)-5-methyloxazolidin-4-one